3-(5-(5-(2,3-dihydro-1H-inden-4-yl)-6-methoxy-1H-pyrazolo[4,3-b]pyridin-3-yl)pyridin-2-yl)pyrrolidine-3-carbonitrile C1CCC2=C(C=CC=C12)C1=C(C=C2C(=N1)C(=NN2)C=2C=CC(=NC2)C2(CNCC2)C#N)OC